3-((4-(5-(chlorodifluoromethyl)-1,2,4-oxadiazol-3-yl)phenyl)amino)-4-((1-methyl-1H-pyrazol-4-yl)amino)cyclobut-3-ene-1,2-dione ClC(C1=NC(=NO1)C1=CC=C(C=C1)NC=1C(C(C1NC=1C=NN(C1)C)=O)=O)(F)F